C(C)OC([C@@H](NC(=O)C=1C(NC=CC1)=S)C)=O.[Si](C)(C)(C(C)(C)C)OCCCC/C=C/C=O (E)-7-((tert-butyldimethylsilyl)oxy)hept-2-enal Ethyl-N-[(2-thioxo-1,2-dihydropyridin-3-yl)carbonyl]alaninate